CC=1C=C(C=C(C1)C)N1C(C(C2=CC=CC=C12)=O)=O 1-(3,5-dimethylphenyl)indoline-2,3-dione